bis(2,4-di-tert-Butyl-6-methylphenyl)pentaerythritol diphosphite OP(O)OP(O)O.C(C)(C)(C)C1=C(C(=CC(=C1)C(C)(C)C)C)C(O)(C(CO)(CO)CO)C1=C(C=C(C=C1C)C(C)(C)C)C(C)(C)C